N-((2-aminopyridin-4-yl)methyl)-3-(methoxymethyl)-1-phenyl-1H-indazole-6-carboxamide NC1=NC=CC(=C1)CNC(=O)C1=CC=C2C(=NN(C2=C1)C1=CC=CC=C1)COC